(4-(1H-tetrazol-5-yl)phenyl)-2-(ethylsulfanyl)-4-hydroxy-6-oxo-1,6-dihydropyrimidine-5-carboxamide N1N=NN=C1C1=CC=C(C=C1)N1C(=NC(=C(C1=O)C(=O)N)O)SCC